[1,3,2]dioxathiolane O1SOCC1